4-((6-(thiophen-2-yl)pyridin-3-yl)thio)benzene-1,2-diamine S1C(=CC=C1)C1=CC=C(C=N1)SC=1C=C(C(=CC1)N)N